C1(CC1)[C@H](C)NC(=O)C=1NC(=NN1)C=1C=C(C=CC1)C=1OC(=CN1)C(=O)N[C@@H](C(C)C)C(=O)OC(C)(C)C tert-butyl (2-(3-(5-(((S)-1-cyclopropylethyl)carbamoyl)-4H-1,2,4-triazol-3-yl)phenyl)oxazole-5-carbonyl)-L-valinate